C(=O)(OCC1=CC=CC=C1)C(C[C@H](N)C(=O)O)CN γ-Cbz-ornithine